C(C)OC1=C(C=CC(=C1F)F)[C@@H]1[C@@H](O[C@@]([C@@H]1C)(C(F)(F)F)C)C(=O)NC1=CC(=[N+](C=C1)[O-])C(=O)N (2R,3R,4R,5S)-4-[[3-(2-Ethoxy-3,4-difluoro-phenyl)-4,5-dimethyl-5-(trifluoromethyl)tetrahydrofuran-2-carbonyl]amino]-1-oxido-pyridin-1-ium-2-carboxamid